C1(CCC1)C1=C(C(=NN1C)C1=NC=C(C=C1)F)C1=C2C(=NC=C1)NC=C2 4-(5-Cyclobutyl-3-(5-fluoropyridin-2-yl)-1-methyl-1H-pyrazol-4-yl)-1H-pyrrolo[2,3-b]pyridine